10-bromopyrido[2',3':4,5]pyrimido[1,2-a]indol-5(11H)-one BrC=1C=2CC=3N(C2C=CC1)C(C1=C(N3)N=CC=C1)=O